COC1=CC=C(CC2(CN=C(N2)SCCN2CCCC2)C)C=C1 5-(4-methoxybenzyl)-5-methyl-2-((2-(pyrrolidin-1-yl)ethyl)thio)-4,5-dihydro-1H-imidazole